C1(CC1)C=1C=NC=2CCN(CC2C1)C1=C(C(=C(N=N1)C#N)C)C 6-(3-cyclopropyl-7,8-dihydro-1,6-naphthyridin-6(5H)-yl)-4,5-dimethylpyridazine-3-carbonitrile